NC=1C(=NC(=C(N1)F)C1=CC=C(C=C1)N1CCN(CC1)C1COC1)C=1C=C2CCNC(C2=C(C1)F)=O 6-(3-amino-5-fluoro-6-(4-(4-(oxetan-3-yl)piperazin-1-yl)phenyl)pyrazin-2-yl)-8-fluoro-3,4-dihydroisoquinolin-1(2H)-one